FC(C=1C=CC(=NC1)NC(=O)N1C2CNCC1CC2)(F)F N-[5-(trifluoromethyl)pyridin-2-yl]-3,8-diazabicyclo[3.2.1]octane-8-carboxamide